6-(8-((3-fluoro-4-methoxyphenyl)sulfonyl)-8-azaspiro[4.5]dec-2-yl)-2-oxa-6-azaspiro[3.3]heptane FC=1C=C(C=CC1OC)S(=O)(=O)N1CCC2(CCC(C2)N2CC3(COC3)C2)CC1